N-(2-amino-4-((4-(trifluoromethyl)benzyl)amino)phenyl)octanamide NC1=C(C=CC(=C1)NCC1=CC=C(C=C1)C(F)(F)F)NC(CCCCCCC)=O